2,2-Bis-(4-hydroxyphenyl)-propane OC1=CC=C(C=C1)C(C)(C)C1=CC=C(C=C1)O